The molecule is a hydroxy fatty acyl-CoA that results from the formal condensation of the thiol group of coenzyme A with the carboxy group of anhydromevalonic acid. It has a role as a coenzyme and an Aspergillus metabolite. It is a homoallylic alcohol and a hydroxyacyl-CoA. C/C(=C\\C(=O)SCCNC(=O)CCNC(=O)[C@@H](C(C)(C)COP(=O)(O)OP(=O)(O)OC[C@@H]1[C@H]([C@H]([C@@H](O1)N2C=NC3=C(N=CN=C32)N)O)OP(=O)(O)O)O)/CCO